[4-[2-(4-chloro-2-fluoro-phenyl)-2,3-dihydro-1,4-benzodioxin-5-yl]phenyl-methyl]-3-(oxetan-2-ylmethyl)imidazo[4,5-b]pyridine-5-carboxylic acid ClC1=CC(=C(C=C1)C1COC2=C(O1)C=CC=C2C2=CC=C(C=C2)CC2=NC=1C(=NC(=CC1)C(=O)O)N2CC2OCC2)F